Benzyl 4-(4-((4-(4-(2-cyano-2-methylpropoxy)-3-fluorophenyl)-5-methylpyrimidin-2-yl)amino)-1H-pyrazol-1-yl)piperidine-1-carboxylate C(#N)C(COC1=C(C=C(C=C1)C1=NC(=NC=C1C)NC=1C=NN(C1)C1CCN(CC1)C(=O)OCC1=CC=CC=C1)F)(C)C